tert-butyl (2S)-2-(aminomethyl)morpholine-4-carboxylate NC[C@H]1CN(CCO1)C(=O)OC(C)(C)C